C(#N)C=1C=CC(=NC1)N1CCN(CC1)C(=O)C1CN(CC1)C(=O)OC(C)(C)C tert-Butyl 3-[4-(5-cyano-2-pyridyl)piperazine-1-carbonyl]pyrrolidine-1-carboxylate